8-(5-Fluoro-1H-indol-1-yl)-1,4,4,9-tetramethyl-5H-[1,2,4]triazolo[4,3-a]quinoxaline FC=1C=C2C=CN(C2=CC1)C1=CC=C2NC(C=3N(C2=C1C)C(=NN3)C)(C)C